bis(4-phenylphenyl)phosphorus oxide C1(=CC=CC=C1)C1=CC=C(C=C1)[P](C1=CC=C(C=C1)C1=CC=CC=C1)=O